(6-(2-oxa-6-azaspiro[3.3]heptan-6-yl)pyridin-2-yl)methanol C1OCC12CN(C2)C2=CC=CC(=N2)CO